Nickel(II) gluconat O=C([C@H](O)[C@@H](O)[C@H](O)[C@H](O)CO)[O-].[Ni+2].O=C([C@H](O)[C@@H](O)[C@H](O)[C@H](O)CO)[O-]